6-Vinylnaphthalene C(=C)C=1C=C2C=CC=CC2=CC1